C(=O)O.ClC1=C(C=CC=C1)C=1N=C(SC1)NC(C1=NC=C(C=C1)N1CCN(CC1)C(=O)C1CN(CCC1)C)=O.ClC1=C(C=CC=C1)C=1N=C(SC1)NC(C1=NC=C(C=C1)N1CCN(CC1)C(=O)C1CN(CCC1)C)=O N-(4-(2-chlorophenyl)thiazol-2-yl)-5-(4-(1-methylpiperidine-3-carbonyl)piperazin-1-yl)picolinamide hemiformate